methyl 2-[4-(benzyloxymethyl)cyclohexyl]-6-[[6-(1,1-difluoroethyl)pyridine-2-carbonyl]amino]-1,3-benzothiazole-5-carboxylate C(C1=CC=CC=C1)OCC1CCC(CC1)C=1SC2=C(N1)C=C(C(=C2)NC(=O)C2=NC(=CC=C2)C(C)(F)F)C(=O)OC